N-benzyl-1-(3-methyloxetan-3-yl)methane-d-amine C(C1=CC=CC=C1)NC(C1(COC1)C)[2H]